cis-3-methyl-6-((3-(4-methyloxazol-2-yl)-4-(trifluoromethyl)phenyl)carbamoyl)-6-azabicyclo[3.1.1]heptane-1-carboxylic acid CC1CC2(N(C(C1)C2)C(NC2=CC(=C(C=C2)C(F)(F)F)C=2OC=C(N2)C)=O)C(=O)O